C(OCC=C)(O[C@@H]1[C@H](O[C@H]([C@@H]([C@H]1OC(OCC=C)=O)OC(OCC=C)=O)OC1=C(C=C(C=C1)CO)[N+](=O)[O-])COC(=O)OCC=C)=O triallyl ((2R,3R,4S,5R,6S)-2-((((allyloxy)carbonyl)oxy)methyl)-6-(4-(hydroxymethyl)-2-nitrophenoxy)tetrahydro-2H-pyran-3,4,5-triyl) tricarbonate